[Cl-].CN1C(=[N+](C=C1)C)C 1,2,3-trimethyl-imidazolium chloride